2-(12-methyl-2,3,6,7-tetrahydro-1H,5H-chromeno[2,3-f]pyrido[3,2,1-ij]quinolin-14-ium-9-yl)-5-sulfobenzenesulfonate CC=1C=CC2=C(C=3C(=C4CCCN5C4=C(C3)CCC5)[O+]=C2C1)C1=C(C=C(C=C1)S(=O)(=O)O)S(=O)(=O)[O-]